FC=1C=C(C=C(C1)F)C=1OC(=C(N1)C(=O)NCCN1CCN(CC1)C)C1=CC=CC=C1 2-(3,5-difluorophenyl)-N-(2-(4-methylpiperazin-1-yl)ethyl)-5-phenylOxazole-4-carboxamide